(2S,4R)-4-hydroxy-1-[(2S)-2-[4-(1-isopropylpyrazol-4-yl)triazol-1-yl]-3,3-dimethyl-butanoyl]-N-methyl-pyrrolidine-2-carboxamide O[C@@H]1C[C@H](N(C1)C([C@H](C(C)(C)C)N1N=NC(=C1)C=1C=NN(C1)C(C)C)=O)C(=O)NC